7-bromo-6-chloro-4-((2S)-2-methyl-4-(2-propenoyl)-1-piperazinyl)-1-(2-(2-propanyl)phenyl)-2(1H)-quinazolinone BrC1=C(C=C2C(=NC(N(C2=C1)C1=C(C=CC=C1)C(C)C)=O)N1[C@H](CN(CC1)C(C=C)=O)C)Cl